ClC=1C(=NC(=NC1)NC=1C(=CC(=C(C1)NC(C=C)=O)N(C)CCN(C)C)OC)NC1=C(C=C(C=C1)C)N(C(C)=O)C N-(5-((5-chloro-4-((4-methyl-2-(N-methylacetamido)phenyl)amino)pyrimidin-2-yl)amino)-2-((2-(dimethylamino)ethyl)(methyl)amino)-4-methoxyphenyl)acrylamide